5-((3-methoxypyrazin-2-yl)methyl)-8-methyl-7-(piperidin-4-yl)pyrido[2,3-b]pyrazin-6(5H)-one COC=1C(=NC=CN1)CN1C(C(=C(C=2C1=NC=CN2)C)C2CCNCC2)=O